ClC=1N(C(=C(N1)C1CC2CC(CC2C1)(C1=CC(=NN1C)C(F)(F)F)O)C(=O)NC1=CC(=C(C=C1)F)Cl)C 2-Chloro-N-(3-chloro-4-fluorophenyl)-4-(5-hydroxy-5-(1-methyl-3-(trifluoromethyl)-1H-pyrazol-5-yl)octahydropentalen-2-yl)-1-methyl-1H-imidazole-5-carboxamide